C1(=CC=CC=C1)C1=C(C=C(C2=NSN=C21)C2=CC=CC=C2)N 4,7-diphenyl-2,1,3-benzothiadiazol-5-amine